rel-(2S,3R)-3-aminobutan-2-ol N[C@@H]([C@H](C)O)C |o1:1,2|